FC=1C(=NC=CC1)CNC(=O)C=1C=NN(C1)C1CCNCC1 N-[(3-fluoropyridin-2-yl)methyl]-1-(piperidin-4-yl)-1H-pyrazole-4-carboxamide